3-(4-fluorophenyl)-1-methyl-1H-pyrazol-5-ol FC1=CC=C(C=C1)C1=NN(C(=C1)O)C